(S)-4-(2-(2-ethylpiperidin-1-yl)-6-isopropylpyrimidine-4-carboxamido)benzoic acid C(C)[C@@H]1N(CCCC1)C1=NC(=CC(=N1)C(=O)NC1=CC=C(C(=O)O)C=C1)C(C)C